N-tert-butyl-6-chloro-3-[[(1R)-1-[3,6-dimethyl-4-oxo-2-(3-pyridinyl)benzopyran-8-yl]ethyl]amino]pyridine-2-sulfonamide C(C)(C)(C)NS(=O)(=O)C1=NC(=CC=C1N[C@H](C)C1=CC(=CC=2C(C(=C(OC21)C=2C=NC=CC2)C)=O)C)Cl